Cl.ClC=1C(=NC=CC1C1=C(N=C(C=2N1N=CC2)N2CCC1(CC2)[C@@H](C2=C(C=NC(=C2)C)C1)N)C)C (5S)-1'-[7-(3-chloro-2-methyl-4-pyridyl)-6-methyl-pyrazolo[1,5-a]pyrazin-4-yl]-3-methyl-spiro[5,7-dihydrocyclopenta[c]pyridine-6,4'-piperidine]-5-amine hydrochloride